3-{2-Chloro-3-[(4S)-2-imino-4-methyl-6-oxo-1-(tetrahydropyran-4-yl)hexahydropyrimidin-4-yl]anilino}quinoline-4-carbonitrile ClC1=C(NC=2C=NC3=CC=CC=C3C2C#N)C=CC=C1[C@]1(NC(N(C(C1)=O)C1CCOCC1)=N)C